C(#N)\C(=C/C1=C(N(C(=C1)C)C=1SC(=CC1C(=O)N)C)C)\C1=NC2=C(C=NC(=C2)OC)N1 (E)-2-(3-(2-cyano-2-(6-methoxy-3H-imidazo[4,5-c]pyridin-2-yl)vinyl)-2,5-dimethyl-1H-pyrrol-1-yl)-5-methylthiophene-3-carboxamide